1-(3-(4-((1H-indol-5-yl)amino)-7-methoxyquinazolin-6-yl)azetidin-1-yl)prop-2-en-1-one N1C=CC2=CC(=CC=C12)NC1=NC=NC2=CC(=C(C=C12)C1CN(C1)C(C=C)=O)OC